2-(4-chlorophenyl)-3-(N,N-dibenzylamino)-1-propylboronic acid pinacol ester ClC1=CC=C(C=C1)C(CB1OC(C)(C)C(C)(C)O1)CN(CC1=CC=CC=C1)CC1=CC=CC=C1